tert-Butyl 4-(2,6-difluoro-4-hydroxyphenyl)piperidine-1-carboxylate FC1=C(C(=CC(=C1)O)F)C1CCN(CC1)C(=O)OC(C)(C)C